Methyl 3-(benzyloxy)-1-((tert-butoxycarbonyl)amino)-4-oxo-5-((2,4-difluorobenzyl)carbamoyl)-1,4-dihydropyridine-2-carboxylate C(C1=CC=CC=C1)OC1=C(N(C=C(C1=O)C(NCC1=C(C=C(C=C1)F)F)=O)NC(=O)OC(C)(C)C)C(=O)OC